ClC1=C(C=C(C=C1)C1=NC=NC2=CC(=CC=C12)N1CCOCC1)C(O)C1=NC=NN2C1=CC=C2 [2-Chloro-5-(7-morpholin-4-yl-quinazolin-4-yl)-phenyl]pyrrolo[2,1-f]-[1,2,4]triazin-4-yl-methanol